(E)-3-(4-((1R,3R)-2-(3,3-Difluorocyclobutyl)-3-methyl-2,3,4,9-tetrahydro-1H-pyrido[3,4-b]indol-1-yl)-3,5-difluorophenyl)acrylic acid FC1(CC(C1)N1[C@@H](C=2NC3=CC=CC=C3C2C[C@H]1C)C1=C(C=C(C=C1F)/C=C/C(=O)O)F)F